tert-butyl 4-(3-(2,4-dioxotetrahydropyrimidin-1(2H)-yl) imidazo[1,2-a]pyridin-7-yl)-3,6-dihydropyridine-1(2H)-carboxylate O=C1N(CCC(N1)=O)C1=CN=C2N1C=CC(=C2)C=2CCN(CC2)C(=O)OC(C)(C)C